C(=O)(O)C(O)C(O)C(=O)O.C1(CCCC1)[C@@H](CC#N)NN (R)-3-cyclopentyl-3-hydrazinopropionitrile tartrate